(R)-3-hydroxy-3-(3,4-dichlorophenyl)-propionaldehyde O[C@H](CC=O)C1=CC(=C(C=C1)Cl)Cl